C(#N)C=1C=C(C(=NC1)C(=O)NC=1C=C2C(=NNC2=CC1)C1=CC(=NC=C1)N1C[C@@H](O[C@H](C1)C)C)C 5-cyano-N-(3-(2-((2S,6S)-2,6-dimethylmorpholino)pyridin-4-yl)-1H-indazol-5-yl)-3-methylpicolinamide